COC=1C(=C2C=CNC2=C(C1)C)CN1[C@H](C2(C1)CCCC2)C2=CC=C(C(=O)O)C=C2 (S)-4-(2-((5-methoxy-7-methyl-1H-indol-4-yl)methyl)-2-azaspiro[3.4]oct-1-yl)benzoic acid